4-hydroxy-1-(pyridin-3-yl)-1H-pyrazole-3-carboxylic acid ethyl ester C(C)OC(=O)C1=NN(C=C1O)C=1C=NC=CC1